4-methoxyphenyl-1,4-bis[4-(6-acryloyloxyhexyloxy)benzoyloxy]-2-methylbenzene COC1=CC=C(C=C1)C=1C(=C(C=CC1OC(C1=CC=C(C=C1)OCCCCCCOC(C=C)=O)=O)OC(C1=CC=C(C=C1)OCCCCCCOC(C=C)=O)=O)C